Ethylnicotinate C(C)OC(C1=CN=CC=C1)=O